2-((5-(5-((2-chloropyridin-4-yl)oxy)-6-methylpyridin-2-yl)-4-methoxypyrimidin-2-yl)(methyl)amino)ethan-1-ol ClC1=NC=CC(=C1)OC=1C=CC(=NC1C)C=1C(=NC(=NC1)N(CCO)C)OC